trans-tert-butyl (4-((5-fluoro-4-(3-(2-oxopyridin-1(2H)-yl)phenyl)pyrimidin-2-yl)amino)cyclohexyl)carbamate FC=1C(=NC(=NC1)N[C@@H]1CC[C@H](CC1)NC(OC(C)(C)C)=O)C1=CC(=CC=C1)N1C(C=CC=C1)=O